tert-butyl (1-((((benzyloxy)carbonyl)amino)methyl)cyclobutyl)(methyl)carbamate C(C1=CC=CC=C1)OC(=O)NCC1(CCC1)N(C(OC(C)(C)C)=O)C